dioxoxazolidine O1OONC1